thiochroman-1,1-dioxide S1(CCCC2=CC=CC=C12)(=O)=O